ClC=1C(=C(C=CC1)NC=1C2=C(N=CN1)C=CC(=N2)N2[C@@H]1CN([C@H](C2)CC1)C(C=C)=O)F 1-((1S,4S)-5-(4-((3-chloro-2-fluorophenyl)amino)pyrido[3,2-d]pyrimidin-6-yl)-2,5-diazabicyclo[2.2.2]octan-2-yl)prop-2-en-1-one